2,4,4-Trimethylcyclohex-2-en CC=1CCCC(C1)(C)C